N1(C=NC=C1)CCN1N=C(C(=C1)NC(=O)C=1C=NN2C1N=CC=C2)C2=C(C=CC(=C2)Cl)OC N-(1-(2-(1H-imidazol-1-yl)ethyl)-3-(5-chloro-2-methoxyphenyl)-1H-pyrazol-4-yl)pyrazolo[1,5-a]pyrimidine-3-carboxamide